C(C)(=O)C[N+](C([C@](O)(CC([O-])=O)[2H])([2H])[2H])(C)C Acetyl-L-carnitine-d3